4-(4-chlorophenyl)piperazine-1-carboxamide ClC1=CC=C(C=C1)N1CCN(CC1)C(=O)N